FC=1C(=C2C(=NC(=NN2C1)NC1CCC(CC1)(C)O)OC)C=1C=NC=2N(C1)C(=CN2)C(=O)NC 6-(6-fluoro-2-(((1r,4r)-4-hydroxy-4-methylcyclohexyl)amino)-4-methoxypyrrolo[2,1-f][1,2,4]triazin-5-yl)-N-methylimidazo[1,2-a]pyrimidine-3-carboxamide